tert-butyl 4-[4-[4-[6-(3-azabicyclo[3.1.0]hexan-3-yl)-3-pyridyl]-3-cyano-pyrazolo[1,5-a]pyridin-6-yl]phenyl]piperazine-1-carboxylate C12CN(CC2C1)C1=CC=C(C=N1)C=1C=2N(C=C(C1)C1=CC=C(C=C1)N1CCN(CC1)C(=O)OC(C)(C)C)N=CC2C#N